6-METHYLHEPTAN-2-amine CC(CCCC(C)N)C